2-((2-(dimethylamino)ethyl)(methyl)amino)ethan-1-ol CN(CCN(CCO)C)C